(S)-tert-Butyl 2-(acetoxy(cyano)methyl)pyrrolidine-1-carboxylate C(C)(=O)OC([C@H]1N(CCC1)C(=O)OC(C)(C)C)C#N